CC1=NC(=CC(=C1)N1C(N([C@H](C1)C#N)C1=CN=CC2=CC=CC=C12)=O)C |r| Racemic-1-(2,6-dimethylpyridin-4-yl)-3-(isoquinolin-4-yl)-2-oxoimidazolidine-4-carbonitrile